3-chloro-1,1,1,3,5,5,5-heptafluoropentane ClC(CC(F)(F)F)(CC(F)(F)F)F